BrC=1C=C2C(=NN(C(C2=CC1)=O)CC(=O)NC1=NC=C(C=C1F)C#N)OC1CC1 2-(6-bromo-4-cyclopropyloxy-1-oxophthalazin-2-yl)-N-(5-cyano-3-fluoropyridin-2-yl)acetamide